FC(C1=C(C=CC=C1)CN1N=C(C=2CNCCC21)C(=O)OCC)(F)F ethyl 1-[[2-(trifluoromethyl) phenyl] methyl]-1h,4h,5h,6h,7h-pyrazolo[4,3-c]pyridine-3-carboxylate